5-[(3aS,4S,6aR)-2-oxo-1,3,3a,4,6,6a-hexahydrothieno[3,4-d]imidazol-4-yl]-N-(6-azidohexyl)pentanamide O=C1N[C@H]2[C@@H](N1)CS[C@H]2CCCCC(=O)NCCCCCCN=[N+]=[N-]